4-Isocyanatobutyl-ethyldimethoxysilan N(=C=O)CCCC[Si](OC)(OC)CC